(Z)-3-(4-chlorophenyl)-N'-(naphthalen-2-ylsulfonyl)-4-phenyl-N-((E)-piperidin-2-ylidene)-5,6-dihydropyridazine-1(4H)-carboximidamide ClC1=CC=C(C=C1)C1=NN(CCC1C1=CC=CC=C1)/C(/N=C\1/NCCCC1)=N\S(=O)(=O)C1=CC2=CC=CC=C2C=C1